N-(3-aminopropyl)-3-mercaptobenzamidine NCCCNC(C1=CC(=CC=C1)S)=N